C(C)(C)(C)NS(=O)(=O)C=1C=C(C=CC1C1=CN=C(S1)N1CC2C(C2C1)NC(=O)OC(C)C)NC(OC(C)C)=O isopropyl exo-N-[3-(tert-butylsulfamoyl)-4-[2-[6-(isopropoxycarbonylamino)-3-azabicyclo[3.1.0]hex-3-yl]thiazol-5-yl]phenyl]carbamate